6-bromo-4-((4-methoxybenzyl)oxy)-2,5-dimethyl-nicotinonitrile BrC1=NC(=C(C#N)C(=C1C)OCC1=CC=C(C=C1)OC)C